N[C@](C(=O)O)(CCCCB(O)O)CCN1CC2=CC=CC=C2C[C@H]1CO (R)-2-amino-6-borono-2-(2-((S)-3-(hydroxymethyl)-3,4-dihydroisoquinolin-2(1H)-yl)ethyl)hexanoic acid